benzyl ((R)-(1-((2S,3S,5R)-5-(5-fluoro-2,4-dioxo-3,4-dihydropyrimidin-1(2H)-yl)-3-hydroxytetrahydrofuran-2-yl)cyclopropoxy)(naphthalen-1-yloxy)phosphoryl)-L-alaninate FC=1C(NC(N(C1)[C@H]1C[C@@H]([C@H](O1)C1(CC1)O[P@](=O)(OC1=CC=CC2=CC=CC=C12)N[C@@H](C)C(=O)OCC1=CC=CC=C1)O)=O)=O